2-(3-fluorobenzamido)-3-methoxy-N-phenethylbenzamide FC=1C=C(C(=O)NC2=C(C(=O)NCCC3=CC=CC=C3)C=CC=C2OC)C=CC1